(S)-2-((1R,5S)-3-oxa-8-azabicyclo[3.2.1]octan-8-yl)-N-methoxy-N-methylpropanamide [C@H]12COC[C@H](CC1)N2[C@H](C(=O)N(C)OC)C